8-formyl-2,6-diazaspiro[3.4]octane-2,6-dicarboxylic acid 6-benzyl 2-(tert-butyl) ester C(C)(C)(C)OC(=O)N1CC2(C1)CN(CC2C=O)C(=O)OCC2=CC=CC=C2